water HBr Br.O